S1C=CC=C1N Thiophene-5-amine